C12CNCC(CC1)N2C(=O)[O-] 3,8-diazabicyclo[3.2.1]Octan-8-carboxylate